C(C1=CC=CC=C1)OC(=O)N1CC2=CC(=CC(=C2CC1)[C@H]1N(CCC1)C(=O)OC(C)(C)C)C=1C=C2C(=NC1)N(C=C2C)C(=O)OC(C)(C)C (S)-7-(1-(tert-butoxycarbonyl)-3-methyl-1H-pyrrolo[2,3-b]pyridin-5-yl)-5-(1-(tert-butoxycarbonyl)pyrrolidin-2-yl)-3,4-dihydroisoquinoline-2(1H)-carboxylic acid Benzyl ester